3-sulfenyl-1,2-propylene glycol S=CC(CO)O